1-butyl-3-methylpyridine C(CCC)N1CC(=CC=C1)C